C1(CC1)N1C(C=2N(CC1)C1=C(C2C2=CC(=C(C#N)C=C2C)F)N=CS1)=O 4-(7-cyclopropyl-8-oxo-5,6,7,8-tetrahydro[1,3]thiazolo[4',5':4,5]pyrrolo[1,2-a]pyrazin-9-yl)-2-fluoro-5-methylbenzonitrile